methyl 4-amino-7-bromo-2-oxo-1-(4-((trifluoromethyl)oxy)phenyl)-1,2-dihydroquinoline-3-carboxylate NC1=C(C(N(C2=CC(=CC=C12)Br)C1=CC=C(C=C1)OC(F)(F)F)=O)C(=O)OC